C(C1=CC=CC=C1)N1C2=NC=NC(=C2N=C1)OC1(CCC1)C 9-benzyl-6-(1-methylcyclobutoxy)-9H-purine